(2Z)-3-amino-2-cyano-3-phenylacrylate N\C(=C(/C(=O)[O-])\C#N)\C1=CC=CC=C1